(5-amino-1-{6-[(2,6-difluorophenyl)oxy]-4-methylpyridin-3-yl}pyrazol-4-yl)[6-(methylsulfonyl)-5,6,7,8-tetrahydro-1H-pyrrolo[2,3-g]isoquinolin-2-yl]methanone NC1=C(C=NN1C=1C=NC(=CC1C)OC1=C(C=CC=C1F)F)C(=O)C1=CC=2C(=CC=3CCN(CC3C2)S(=O)(=O)C)N1